N1CCC(CC1)NC(=O)C12CC3CC(CC(C1)C3)C2 N-(piperidin-4-yl)adamantane-1-carboxamide